6-[8-[[2-(azetidin-3-yl)-4,8-difluoro-6,7-dihydro-5H-cyclopenta[f]benzotriazol-6-yl]methyl]-2-oxo-1-oxa-3,8-diazaspiro[4.5]decan-3-yl]-4H-pyrazino[2,3-b][1,4]oxazin-3-one N1CC(C1)N1N=C2C(=N1)C(=C1C(=C2F)CC(C1)CN1CCC2(CN(C(O2)=O)C2=NC3=C(OCC(N3)=O)N=C2)CC1)F